2-(4-(diphenylamino) phenyl)-4-oxo-4H-benzofuran-3-yl benzenesulfonate C1(=CC=CC=C1)S(=O)(=O)OC=1C(OC=2C1C(C=CC2)=O)C2=CC=C(C=C2)N(C2=CC=CC=C2)C2=CC=CC=C2